4-chloro-1,8-naphthyridine ClC1=CC=NC2=NC=CC=C12